3-methyl-7-(1-(1-methyl-1H-indazol-3-yl)piperidin-4-yl)-5-((3-(trifluoromethyl)pyridin-2-yl)methyl)pyrido[2,3-b]pyrazin-6(5H)-one CC1=CN=C2C(=N1)N(C(C(=C2)C2CCN(CC2)C2=NN(C1=CC=CC=C21)C)=O)CC2=NC=CC=C2C(F)(F)F